ClC=1C=C(C=C(C1)F)[C@@H](CO)NC(=O)C=1OC=C(N1)C1=NC(=NC=C1C)NC1=CC=NN1C (S)-N-(1-(3-chloro-5-fluorophenyl)-2-hydroxyethyl)-4-(5-methyl-2-((1-methyl-1H-pyrazol-5-yl)amino)pyrimidin-4-yl)oxazole-2-carboxamide